NC1=C(C2=CN(N=C2C=C1C(=O)OC)C)C methyl 5-amino-2,4-dimethyl-indazole-6-carboxylate